N1C=C(C2=CC=CC=C12)CCNC1=NC(=NC2=C1OCCN2)C=2C(=NC=C(C2)C)O 3-[4-[2-(1H-indol-3-yl)ethylamino]-7,8-dihydro-6H-pyrimido[5,4-b][1,4]oxazin-2-yl]-5-methyl-pyridin-2-ol